C(#N)C1=NN(C(=N1)CC)CC1=CC=C(C=C1)C=C 3-cyano-5-ethyl-1-(4-vinylbenzyl)-1H-1,2,4-triazole